FC=1C(=C(C=CC1F)C1CCN(CC1)C(=O)C1=NNC2=C1CN(CC2)C(C)=O)C(F)(F)F 1-(3-(4-(3,4-difluoro-2-(trifluoromethyl)phenyl)piperidine-1-carbonyl)-1,4,6,7-tetrahydro-5H-pyrazolo[4,3-c]pyridin-5-yl)ethan-1-one